CN1NCC2C3NCCC(NC4NCC5C(NN([C@H](CCOC12)C)C5C4)C=4N(C(=CC4)CN4CCN(CC4)C)C)N3 (16S)-11,16-dimethyl-19-[1-methyl-5-[(4-methylpiperazin-1-yl)methyl]pyrrol-2-yl]-13-oxa-2,6,10,11,17,18,22,25-octaazapentacyclo[15.5.2.13,7.08,12.020,24]pentacosan